COC(=CC(=O)[O-])OC 3,3-Dimethoxyacrylate